NC1=C(C=CC=C1C1OCCO1)C1N(CCC1)C(=O)OC(C)(C)C tert-butyl 2-(2-amino-3-(1,3-dioxolan-2-yl)phenyl)pyrrolidine-1-carboxylate